N2,N2,N2',N2',N7,N7,N7',N7'-octakis(4-methoxyphenyl)-9,9'-spirobi[9H-fluoren]-2,2',7,7'-tetramine COC1=CC=C(C=C1)N(C1=CC=2C3(C4=CC(=CC=C4C2C=C1)N(C1=CC=C(C=C1)OC)C1=CC=C(C=C1)OC)C1=CC(=CC=C1C=1C=CC(=CC13)N(C1=CC=C(C=C1)OC)C1=CC=C(C=C1)OC)N(C1=CC=C(C=C1)OC)C1=CC=C(C=C1)OC)C1=CC=C(C=C1)OC